1-(3-((4-methoxy-5-(pyrazolo[1,5-a]pyridin-5-yl)pyrrolo[2,1-f][1,2,4]triazin-2-yl)amino)azetidin-1-yl)ethan-1-one COC1=NC(=NN2C1=C(C=C2)C2=CC=1N(C=C2)N=CC1)NC1CN(C1)C(C)=O